FC1(CCC(CC1)[C@@H](C(NC1=NC=CC(=C1)[C@@H](CC)N1C(N[C@@H](C1)C(F)(F)F)=O)=O)NC(=O)C=1C(=NOC1)CC)F N-((S)-1-(4,4-difluorocyclohexyl)-2-oxo-2-((4-((R)-1-((S)-2-oxo-4-(trifluoromethyl)imidazolidin-1-yl)propyl)pyridin-2-yl)amino)ethyl)-3-ethylisoxazole-4-carboxamide